(S)-2-((5-cyanopyrimidin-2-yl)amino)-4-((2-phenoxyethyl)(4-(5,6,7,8-tetrahydro-1,8-naphthyridin-2-yl)butyl)amino)butanoic acid C(#N)C=1C=NC(=NC1)N[C@H](C(=O)O)CCN(CCCCC1=NC=2NCCCC2C=C1)CCOC1=CC=CC=C1